4-[5-[(1S)-2-amino-1-hydroxyethyl]pyrimidin-2-yl]-3-[2-methyl-6-[(2S)-2-methylmorpholin-4-yl]pyridin-4-yl]oxybenzonitrile NC[C@@H](O)C=1C=NC(=NC1)C1=C(C=C(C#N)C=C1)OC1=CC(=NC(=C1)N1C[C@@H](OCC1)C)C